N-[1-(fluoromethyl)cyclopropyl]-1-(2-methoxyethyl)-3-(3-methyl-1,2,4-thiadiazol-5-yl)-2-oxo-benzimidazol-5-sulfonamide FCC1(CC1)NS(=O)(=O)C1=CC2=C(N(C(N2C2=NC(=NS2)C)=O)CCOC)C=C1